(methyl 5-((3-((5,7-dimethoxy-4-oxo-2-(3,4,5-trimethoxyphenyl)-4H-chromen-3-yl) oxy) propyl) thio)-1,3,4-oxadiazol-2-yl) 4-nitrobenzenesulfonate [N+](=O)([O-])C1=CC=C(C=C1)S(=O)(=O)OC1(OC(=NN1)SCCCOC1=C(OC2=CC(=CC(=C2C1=O)OC)OC)C1=CC(=C(C(=C1)OC)OC)OC)C